COC1=CC=C(C(=N1)C)C1=CSC2=C1N=C(N=C2N2[C@@H](COCC2)C)C2=C1C(=NC=C2)NC=C1 (R)-4-(7-(6-methoxy-2-methylpyridin-3-yl)-2-(1H-pyrrolo[2,3-b]pyridin-4-yl)thieno[3,2-d]pyrimidin-4-yl)-3-methylmorpholine